ClC=1C(=NC=C(C1[C@@H](C)OC=1C=C2C(=NNC2=CC1)C=1C=C(C(=NC1)N1CC(C1)O)C#N)Cl)C 5-[5-[(1R)-1-(3,5-dichloro-2-methyl-4-pyridyl)ethoxy]-1H-indazol-3-yl]-2-(3-hydroxyazetidin-1-yl)pyridine-3-carbonitrile